CN(C(CCCCC)=O)C N,N-dimethyl-caproamide